6-iodoimidazo[1,2-a]pyridine IC=1C=CC=2N(C1)C=CN2